S1N=C(C2=C1C=CC=C2)C(=O)NC=2N=C(N(C2)C(C(=O)NCC2=CC=C(C=C2)OC)C)C(=O)OCC ethyl 4-(benzo[d]isothiazole-3-carboxamido)-1-(1-((4-methoxybenzyl)amino)-1-oxopropan-2-yl)-1H-imidazole-2-carboxylate